N-benzyl-3-aminopropyl-silane 3-(bis(2-((tert-butyldimethylsilyl)oxy)dodecyl)amino)propyl-(4-(bis(2-((tert-butyldimethylsilyl)oxy)dodecyl)amino)butanoyl)-L-histidinate [Si](C)(C)(C(C)(C)C)OC(CN(CCCN([C@@H](CC1=CNC=N1)C(=O)O)C(CCCN(CC(CCCCCCCCCC)O[Si](C)(C)C(C)(C)C)CC(CCCCCCCCCC)O[Si](C)(C)C(C)(C)C)=O)CC(CCCCCCCCCC)O[Si](C)(C)C(C)(C)C)CCCCCCCCCC.C(C1=CC=CC=C1)NCCC[SiH3]